BrC1=CC(=C(OC2CN(CC2)C)C=C1)[N+](=O)[O-] 3-(4-bromo-2-nitrophenoxy)-1-methylpyrrolidine